ClC1=C(C=CC(=C1)C(F)(F)F)NC(CN1C=2N(C(C=C1CC)=O)N=C(N2)C=2CCOCCC2)=O N-(2-chloro-4-(trifluoromethyl)phenyl)-2-(5-ethyl-7-oxo-2-(2,3,6,7-tetrahydrooxepin-4-yl)-[1,2,4]triazolo[1,5-a]pyrimidin-4(7H)-yl)acetamide